2-tributylstannyl-bithiophene C(CCC)[Sn](C1(SC=CC1)C=1SC=CC1)(CCCC)CCCC